6-(((7-(8-ethyl-7-fluoro-3-hydroxynaphthalen-1-yl)-8-fluoro-2-(((2R,7aS)-2-fluorotetrahydro-1H-pyrrolizin-7a(5H)-yl)methoxy)pyrido[4,3-d]pyrimidin-4-yl)amino)methyl)morpholin-3-one C(C)C=1C(=CC=C2C=C(C=C(C12)C1=C(C=2N=C(N=C(C2C=N1)NCC1OCC(NC1)=O)OC[C@]12CCCN2C[C@@H](C1)F)F)O)F